4-((3',4'-diamino-6-fluoro-[1,1'-biphenyl]-3-yl)methyl)-6-fluorophthalazin-1(2H)-one NC=1C=C(C=CC1N)C1=CC(=CC=C1F)CC1=NNC(C2=CC=C(C=C12)F)=O